C(#N)CN1CC(CCC1)C1=CC2=C(N(C=N2)C2=CC(=C(C(=O)NCC(F)(F)F)C(=C2)OC)OC)C=C1 4-[5-[1-(cyanomethyl)-3-piperidyl]benzimidazol-1-yl]-2,6-dimethoxy-N-(2,2,2-trifluoroethyl)benzamide